N[NH+]1CCCC1.C(C1=CC=CC=C1)S(=O)(=O)[O-] toluenesulfonic acid, 1-aminopyrrolidinium salt